[Br-].C(#CC)N1CN(C=C1)C#CC 1,3-dipropynylimidazole bromide